(1E,3Z)-1-chloro-1,3-diphenyl-4-pentafluorosulfanylbuta-1,3-diene Cl\C(=C\C(=C\S(F)(F)(F)(F)F)\C1=CC=CC=C1)\C1=CC=CC=C1